S1C=NC2=C1C=CC(=C2)[C@@H]2N(C[C@H](CC2)C)C(C(=O)NC=2C=C(C(=NC2)OC)C(=O)N)=O |o1:9,12| Rel-5-[[2-[(2R,5S)-2-(1,3-Benzothiazol-5-yl)-5-methyl-1-piperidyl]-2-oxo-acetyl]amino]-2-methoxy-pyridine-3-carboxamide